Cl.N[C@H](C)C=1C=C(C#N)C=CC1F 3-[(1R)-1-aminoethyl]-4-fluorobenzonitrile hydrochloride